ON(C(CCC)P(C1=CC=CC=C1)(C1=CC=CC=C1)=O)CC1=CC=CC=C1 (1-((hydroxy)benzylamino)butyl)diphenylphosphine oxide